2-methoxy-N-phenyl-N-(2-(4-(thiophen-2-ylmethyl)piperazin-1-yl)ethyl)acetamide COCC(=O)N(CCN1CCN(CC1)CC=1SC=CC1)C1=CC=CC=C1